(R)-ethyl 6-(bromomethyl)-4-(2-chloro-4-fluorophenyl)-2-(thiazol-2-yl)-1,4-dihydropyrimidine-5-carboxylate BrCC1=C([C@@H](N=C(N1)C=1SC=CN1)C1=C(C=C(C=C1)F)Cl)C(=O)OCC